CSC(=O)C1=CC=CC=C1 S-methyl benzenecarbothioate